ethyl 2-(1-(((tert-butoxycarbonyl)amino)methyl)cyclopropyl)acetate C(C)(C)(C)OC(=O)NCC1(CC1)CC(=O)OCC